COC(=O)C1CC2C(NC1C1=CC=C(C=C1)NC1CCCC1)COC2 methyl-2-[4-(cyclopentylamino) phenyl]-1,2,3,4,4a,5,7,7a-octahydrofuro[3,4-b]pyridine-3-carboxylate